ethyl (±)-(4'R)-7-methyl-2H,4H-spiro[benzo[b][1,4]dioxepine-3,2'-thiazolidine]-4'-carboxylate CC1=CC2=C(OC[C@@]3(SC[C@H](N3)C(=O)OCC)CO2)C=C1 |&1:7|